N1=CC(=CC2=CC=C(C=C12)O)O quinolin-3,7-diol